C(CCCC(CCCC)C(=O)O)C(=O)O nonane-1,5-dicarboxylic acid